5,6-dichloro-2-oxo-1H-spiro[indole-3,3'-pyrrolidine]-1'-carboxamide ClC=1C=C2C(=CC1Cl)NC(C21CN(CC1)C(=O)N)=O